OC1=CC=C2C=C(C(OC2=C1O)=O)C(C1=CC=C(C=C1)OC)O 7,8-Dihydroxy-3-[hydroxy(4-methoxyphenyl)methyl]-2H-chromen-2-one